bis(dimethylamino)methylium CN(C)[CH+]N(C)C